(R)-N-(6-(1R-cyanospiro[2.2]pentan-1-yl)isoquinolin-3-yl)-2-(1-methyl-1H-pyrazol-4-yl)propenamide C(#N)[C@@]1(CC12CC2)C=2C=C1C=C(N=CC1=CC2)NC(C(=C)C=2C=NN(C2)C)=O